(S)-10-((dimethylamino)methyl)-4-ethyl-4-hydroxy-3,14-dioxo-3,4,12,14-tetrahydro-1H-pyrano[3',4':6,7]indolizino[1,2-b]quinolin-9-yl-3,8-diazabicyclo[3.2.1]octane-8-carboxylate TFA salt OC(=O)C(F)(F)F.CN(C)CC=1C=2C=C3C(=NC2C=CC1OC(=O)N1C2CNCC1CC2)C2=CC1=C(C(N2C3)=O)COC([C@]1(O)CC)=O